C(\C=C/C(=O)O)(=O)O.C(\C=C/C(=O)O)(=O)O.C(\C=C/C(=O)O)(=O)O.C(\C=C/C(=O)O)(=O)O.OC[C@H](O)[C@@H](O)[C@H](O)[C@H](O)CO sorbitol tetramaleate